quinolinone-3-d N1C(C(=CC2=CC=CC=C12)[2H])=O